3-(pyridin-2-yl)cyclobutane-1-carboxamide N1=C(C=CC=C1)C1CC(C1)C(=O)N